tert-butyl N-[7-chloro-6-(2,6-difluorophenyl)-4-methyl-8-(trifluoromethyl)-4H-[1,2,4]triazolo[1,5-a][1,4]benzodiazepin-2-yl]carbamate ClC1=C(C=CC2=C1C(=NC(C=1N2N=C(N1)NC(OC(C)(C)C)=O)C)C1=C(C=CC=C1F)F)C(F)(F)F